OCCCCCCCCCCCCCCCCCCCCCCC=C 24-hydroxy-1-tetracosene